COC1=C(C=C(COCC2=CC(=CC(=N2)NC(OC(C)(C)C)=O)C(F)(F)F)C=C1[N+](=O)[O-])C1=NN(C=N1)C Tert-butyl (6-(((4-methoxy-3-(1-methyl-1H-1,2,4-triazol-3-yl)-5-nitrobenzyl)oxy)methyl)-4-(trifluoromethyl)pyridin-2-yl)carbamate